tert-butyl 4-(4-chlorophenyl)-4-[[4-(trifluoromethoxy)phenyl]sulfonylamino]piperidine-1-carboxylate ClC1=CC=C(C=C1)C1(CCN(CC1)C(=O)OC(C)(C)C)NS(=O)(=O)C1=CC=C(C=C1)OC(F)(F)F